3-(2-{2-[2-(2-azido-ethoxy)-ethoxy]-ethoxy}-ethoxy)-propionic acid 2,5-dioxo-pyrrolidin-1-yl ester O=C1N(C(CC1)=O)OC(CCOCCOCCOCCOCCN=[N+]=[N-])=O